1,2-bis(fluoroethoxy)ethane FCCOCCOCCF